cyclopropenyl-(cyclopropenylium) C1(=CC1)C1=[C+]C1